(E)-6-(4-(methacryloyloxy)-3-methoxyphenyl)-4-oxohex-5-enoic acid C(C(=C)C)(=O)OC1=C(C=C(C=C1)/C=C/C(CCC(=O)O)=O)OC